O1[C@@H](CC1)CN (S)-oxetan-2-ylmethylamine